2-hydroxy-1-[4-{4-(2-hydroxy-2-Methyl-propionyl)benzyl}phenyl]-2-methyl-propan-1-one OC(C(=O)C1=CC=C(C=C1)CC1=CC=C(C=C1)C(C(C)(C)O)=O)(C)C